Cl.Cl.NC=1C2=C(N=C(N1)Cl)N(C=C2C=2SC=C(N2)CC2=CC=CC=C2)[C@H]2[C@@H]([C@@H](C(C2)C2CCN(CC2)CCF)O)O (1R,2S,3R)-3-[4-amino-5-(4-benzyl-1,3-thiazol-2-yl)-2-chloropyrrolo[2,3-d]pyrimidin-7-yl]-5-[1-(2-fluoroethyl)piperidin-4-yl]cyclopentane-1,2-diol dihydrochloride salt